Cl.CON N-methoxyamine hydrochloride